FC1=C(C=CC=C1F)NC(=O)C1(C(N(CCC1)C)=O)[Se]C1=CC=CC=C1 N-(2,3-difluorophenyl)-1-methyl-2-oxo-3-(phenylseleno)piperidine-3-carboxamide